NC=1C(=NC(=C(N1)F)C1=CC(=CC=C1)CN(C)C)C=1C=C2CCNC(C2=C(C1)F)=O 6-(3-amino-6-(3-((dimethylamino)methyl)phenyl)-5-fluoropyrazin-2-yl)-8-fluoro-3,4-dihydroisoquinolin-1(2H)-one